boron Sodium salt [Na].[B]